NC1=CC=C(C=C1)C1C(CC2C(N1)CCC2)C(=O)OC(C)(C)C tert-butyl 2-(4-aminophenyl)-2,3,4,4a,5,6,7,7a-octahydro-1H-cyclopenta[b]pyridine-3-carboxylate